CCCCCCCCCCCCCC(=O)CC(=O)SCCNC(=O)CCNC(=O)[C@@H](C(C)(C)COP(=O)(O)OP(=O)(O)OC[C@@H]1[C@H]([C@H]([C@@H](O1)N2C=NC3=C(N=CN=C32)N)O)OP(=O)(O)O)O The molecule is the S-(3-oxopalmitoyl) derivative of coenzyme A. It has a role as an Escherichia coli metabolite and a mouse metabolite. It derives from a palmitoyl-CoA and a 3-oxopalmitic acid. It is a conjugate acid of a 3-oxopalmitoyl-CoA(4-).